BrC=1C=C(C=C(C1O)C(F)(F)F)C(=O)C1=C(N=C2N1C=CC=N2)CC (3-bromo-4-hydroxy-5-(trifluoromethyl)phenyl)(2-ethylimidazo[1,2-a]pyrimidin-3-yl)methanone